CC(C)(C)C1=C(C(=CC(=C1)O)C(C)(C)C)O 2,6-bis(1,1-dimethylethyl)-1,4-benzenediol